C(#N)C1=NC(=CC(=C1)C=1SC(=C(N1)C)C(=O)O)C=1OC=CC1 2-(2-cyano-6-(furan-2-yl)pyridin-4-yl)-4-methylthiazole-5-carboxylic acid